C(C)(C)(C)OC(=O)N1CCC2(CN(C2)C2=CC=C3C(=NN(C3=C2)C)NCCC(=O)OC)CC1 2-(3-((3-methoxy-3-oxopropyl)amino)-1-methyl-1H-indazol-6-yl)-2,7-diazaspiro[3.5]nonane-7-carboxylic acid tert-butyl ester